C1(CC1)NC(=O)C=1C=NN2C1N=C(C=C2NC)NC2=C(C(=O)OC)C=CC=C2 methyl 2-((3-(cyclopropylcarbamoyl)-7-(methylamino)pyrazolo[1,5-a]pyrimidin-5-yl)amino)benzoate